ClC=1C(=C(N=NC1)C(=C)C(F)(F)F)OC chloro-4-methoxy-3-[1-(trifluoromethyl)vinyl]pyridazine